N1(CCOCC1)C=1C=CC(=NC1CN1CCCC1)NC1=CC2=C(C=N1)SC(=N2)C=2C=NNC2 5-(Morpholin-4-yl)-N-[2-(1H-pyrazol-4-yl)-[1,3]thiazolo[5,4-c]pyridin-6-yl]-6-[(pyrrolidin-1-yl)methyl]pyridin-2-amine